C1=CC2=C(C3=NC(=C(C4=CC=C([N-]4)C(=C5C=CC(=N5)C(=C1[N-]2)C6=C(C(=C(C(=C6F)F)F)F)F)C7=C(C(=C(C(=C7F)F)F)F)F)C8=C(C(=C(C(=C8F)F)F)F)F)C=C3)C9=C(C(=C(C(=C9F)F)F)F)F.[Pt+2] The molecule is a platinum(II) porphyrin compound having four pentafluorophenyl substituents in the 5-, 10-, 15-, and 20-positions. It has a role as a fluorochrome.